3-Amino-6-cyclohexyloxy-4-(7-fluoro-1H-indazol-4-yl)-1H-1,7-phenanthrolin-2-one NC=1C(NC2=C3C=CC=NC3=C(C=C2C1C1=C2C=NNC2=C(C=C1)F)OC1CCCCC1)=O